racemic-1-(((3-butyl-5-(4-fluorophenyl)-2-methyl-7-(methylthio)-1,1-dioxido-2,3,4,5-tetrahydro-1,2,5-benzothiadiazepin-8-yl)oxy)methyl)cyclopropane-1-carboxylic acid C(CCC)[C@H]1N(S(C2=C(N(C1)C1=CC=C(C=C1)F)C=C(C(=C2)OCC2(CC2)C(=O)O)SC)(=O)=O)C |r|